2,2-dichloro-N-((1r,2s)-3-fluoro-1-hydroxy-1-(4-(methylthio)phenyl)propan-2-yl)acetamide ClC(C(=O)N[C@@H]([C@@H](C1=CC=C(C=C1)SC)O)CF)Cl